OC1=CC=C(C=C1)C(CCOC)=O 1-(4-hydroxyphenyl)-3-methoxypropan-1-one